N[C@H](C)C=1C=C2CN(C(C2=CC1)=O)C1C(NC(CC1)=O)=O 3-{5-[(1R)-1-aminoethyl]-1-oxo-2,3-dihydro-1H-isoindol-2-yl}piperidine-2,6-dione